SCC1=CC=C(C=C1)OC1=CC=C(C=C1)CS bis[4-(mercaptomethyl)phenyl]ether